4-(2-(2-Chloro-5-(trifluoromethyl)benzylidene)hydrazinyl)benzoic acid ClC1=C(C=NNC2=CC=C(C(=O)O)C=C2)C=C(C=C1)C(F)(F)F